BrC1=C(N=C2N1N=C(C=1CCCOC21)NC2CCC(CC2)(O)C)C 4-(3-Bromo-2-methyl-7,8-dihydro-6H-9-oxa-1,3a,4-triaza-cyclopenta[a]naphthalen-5-ylamino)-1-methyl-cyclohexanol